S(=O)(=O)(O)C1=CC=C(C=C1)N=NC1(CC=C(C=C1)C=1C(=NNC1O)C(=O)O)S(=O)(=O)O 4-p-sulfophenylazo-l-p-sulfophenyl-5-hydroxypyrazole-3-carboxylic acid